6-(Difluoromethyl)-3-(4-(3-((4-methylpiperazin-1-yl)methyl)phenyl)pyrimidin-2-yl)imidazo[1,2-a]pyrazine FC(C=1N=CC=2N(C1)C(=CN2)C2=NC=CC(=N2)C2=CC(=CC=C2)CN2CCN(CC2)C)F